2-((4-(4-(3-bromo-4-fluorophenyl)-5-oxo-4,5-dihydro-1,2,4-oxadiazol-3-yl)-1,2,5-oxadiazol-3-yl)amino)-(N-methyl)ethanesulfonamide BrC=1C=C(C=CC1F)N1C(=NOC1=O)C=1C(=NON1)NCCS(=O)(=O)NC